2-chloro-6-bromo-1,4-benzoquinone ClC=1C(C(=CC(C1)=O)Br)=O